8-(2-(3-Fluoropyridin-2-yl)ethyl)-12-neopentyl-4-oxa-8,12-diazadispiro[2.1.5.3]tridecan FC=1C(=NC=CC1)CCN1CCC2(OC3(CC3)CN(C2)CC(C)(C)C)CC1